FC1=CC=C(C=C1)N1N=C(C2=CC=CC=C2C1=O)C=1C=C(C=CC1)C(C(=O)O)(C)C 2-(3-(3-(4-Fluorophenyl)-4-oxo-3,4-dihydrophthalazin-1-yl)phenyl)-2-methylpropanoic acid